dopamine TrisHCl Cl.Cl.Cl.NCCC1=CC(O)=C(O)C=C1